C(C)(=O)O[C@@H]1CC2=CC[C@H]3[C@@H]4CC(C([C@@]4(C)CC[C@@H]3[C@]2(CC1)C)=C)=O 17-methylene-16-oxo-androst-5-ene-3β-ol acetate